C(CCCC)[SiH](O[Si](C)(C)O[SiH](C)C)O[Si](C)(C)C n-pentyl-(trimethylsilyloxy)[(dimethylsiloxy)dimethylsiloxy]silane